N-[[4-(4-amino-1H-pyrazolo[3,4-d]pyrimidin-3-yl)phenyl]methyl]-5-fluoro-2-methoxy-benzamide NC1=C2C(=NC=N1)NN=C2C2=CC=C(C=C2)CNC(C2=C(C=CC(=C2)F)OC)=O